O1CCN(CC1)NC1=NC(NC=C1)=O morpholinocytosine